(S)-1-(oxetan-2-ylmethyl)-2-((4-(6-(isoquinolin-5-ylmethoxy)pyridin-2-yl)piperidine-1-yl)methyl)-1H-benzo[d]imidazole-6-carboxylate O1[C@@H](CC1)CN1C(=NC2=C1C=C(C=C2)C(=O)[O-])CN2CCC(CC2)C2=NC(=CC=C2)OCC2=C1C=CN=CC1=CC=C2